C(C)(C)C1(CC=C2C(=CC=CC(=C12)C1=CC=CC=C1)C)C isopropyl-1,4-dimethyl-8-phenyl-dihydroazulene